[Hf].[In] Indium-Hafnium